3,3,5,7,7-pentamethyl-1,2,4-trioxaheptane CC(OO)(OC(CC(C)C)C)C